C1(CCCCC1)=O cyclohexan-1-one